FC=1C=C(C=CC1OC)C1COCC(N1)(C)C 5-(3-fluoro-4-methoxyphenyl)-3,3-dimethylmorpholine